COC(=O)C1=C(NC(=C(C1C=1C2=C(SC1)C=CC=C2)C(C)=O)C)CCOC 5-acetyl-4-(benzo[b]thiophen-3-yl)-2-(2-methoxyethyl)-6-methyl-1,4-dihydropyridine-3-carboxylic acid methyl ester